C1(=CC=CC=C1)N(C(OC1=C(C(=CC(=C1)C(C)(C)C)C(C)(C)C)OC(N(C1=CC=CC=C1)C1=CC=CC=C1)=O)=O)C1=CC=CC=C1 3,5-di-tert-butyl-1,2-phenylene bis(diphenylcarbamate)